C(C)(C)N E-isopropylamine